8-(benzofuran-6-ylsulfonyl)-5-chloro-3-hydroxyquinazoline-2,4(1H,3H)-dione O1C=CC2=C1C=C(C=C2)S(=O)(=O)C=2C=CC(=C1C(N(C(NC21)=O)O)=O)Cl